8-ethenyl-3-(4-(2,2,2-trifluoroethoxy)phenyl)-2-(trifluoromethyl)-4H-pyrido[1,2-a]pyrimidin C(=C)C1=CC=2N(CC(=C(N2)C(F)(F)F)C2=CC=C(C=C2)OCC(F)(F)F)C=C1